C(C)(=O)NC1CCN(CC1)C1=C(CN2CCCC23CCN(CC3)C(=O)OC(C(F)(F)F)C(F)(F)F)C=CC(=C1)Cl 1,1,1,3,3,3-Hexafluoropropan-2-yl 1-(2-(4-acetamidopiperidin-1-yl)-4-chlorobenzyl)-1,8-diazaspiro[4.5]decane-8-carboxylate